ethyl 2-iodo-5-(trifluoromethyl)-1,3-oxazole-4-carboxylate IC=1OC(=C(N1)C(=O)OCC)C(F)(F)F